bis(3-triethoxysilylpropyl) disulfide C(C)O[Si](CCCSSCCC[Si](OCC)(OCC)OCC)(OCC)OCC